C(C=C)(=O)N1C[C@@H](CCC1)C(=O)N1CCC(CC1)N1N=CC(=C1)C=1C=C(C=2N(C1)N=CC2C#N)OC (R)-6-(1-(1-(1-acryloylpiperidine-3-carbonyl)piperidin-4-yl)-1H-pyrazol-4-yl)-4-methoxypyrazolo[1,5-a]pyridine-3-carbonitrile